C1N(CCC2=CC=CC=C12)C1CCNCC1 trans-4-(3,4-dihydroisoquinolin-2(1H)-yl)piperidine